3-(2-cyclopentyl-2-hydroxy-2-phenylethoxy)quinuclidine C1(CCCC1)C(COC1CN2CCC1CC2)(C2=CC=CC=C2)O